COC=1C=C(C=CC1N1CCC(CC1)N1CCN(CC1)C)NC=1N=C(C2=C(N1)C=CS2)N2N=CCC2C2=CC=CC=C2 N-(3-methoxy-4-(4-(4-methylpiperazin-1-yl)piperidin-1-yl)phenyl)-4-(5-phenyl-4,5-dihydro-1H-pyrazol-1-yl)thieno[3,2-d]pyrimidin-2-amine